6-chloro-4-methyl-1-(tetrahydro-2H-pyran-2-yl)-1H-pyrazolo[4,3-c]pyridine ClC1=CC2=C(C(=N1)C)C=NN2C2OCCCC2